COC1=CC=C(CN2N=CC(=C2)C=2SC=C(N2)C(=O)NC=2C(=NNC2)C2=NC=CC=C2)C=C1 2-(1-(4-methoxybenzyl)-1H-pyrazol-4-yl)-N-(3-(pyridin-2-yl)-1H-pyrazol-4-yl)thiazole-4-carboxamide